1-{4-[4-({(1R)-1-[2-fluoro-3-(trifluoromethyl)phenyl]ethyl}amino)-2-methylpyrido[3,4-d]pyrimidin-6-yl]piperazin-1-yl}ethan-1-one FC1=C(C=CC=C1C(F)(F)F)[C@@H](C)NC=1C2=C(N=C(N1)C)C=NC(=C2)N2CCN(CC2)C(C)=O